2-({[(3,3-difluorocyclobutyl)methyl]amino}methyl)-4-fluoro-2,3-dihydro-1H-indole-1-carboxylic acid tert-butyl ester C(C)(C)(C)OC(=O)N1C(CC2=C(C=CC=C12)F)CNCC1CC(C1)(F)F